1-(9Z-heptadecenoyl)-2-nonadecanoyl-glycero-3-phospho-(1'-sn-glycerol) CCCCCCCCCCCCCCCCCCC(=O)O[C@H](COC(=O)CCCCCCC/C=C\CCCCCCC)COP(=O)(O)OC[C@H](CO)O